5-(Trifluoromethyl)pyridin-3-yl 2-(3-(benzo[d]thiazol-2-yloxy)benzyl)-2,7-diazaspiro[3.5]nonane-7-carboxylate S1C(=NC2=C1C=CC=C2)OC=2C=C(CN1CC3(C1)CCN(CC3)C(=O)OC=3C=NC=C(C3)C(F)(F)F)C=CC2